3-(quinoxalin-5-ylmethoxy)propanoic acid trifluoroacetic acid salt FC(C(=O)O)(F)F.N1=CC=NC2=C(C=CC=C12)COCCC(=O)O